[6-[4-bromo-1-(2,2,2-trifluoroethyl)indol-2-yl]-3-pyridyl]methanamine BrC1=C2C=C(N(C2=CC=C1)CC(F)(F)F)C1=CC=C(C=N1)CN